rac-(4S)-N,8-dimethyl-1-[2-methyl-4-(1-methylpyrazol-4-yl)phenyl]sulfonyl-3,4-dihydro-2H-quinolin-4-amine CN[C@H]1CCN(C2=C(C=CC=C12)C)S(=O)(=O)C1=C(C=C(C=C1)C=1C=NN(C1)C)C |r|